bis-stearylamine C(CCCCCCCCCCCCCCCCC)NCCCCCCCCCCCCCCCCCC